C[Si]([Si]([Si]([Si]([Si]([Si]([Si]([Si](OCC)(OCC)OCC)(OCC)OCC)(OCC)OCC)(C=C)C=C)(C1=CC=CC=C1)C1=CC=CC=C1)(C)C)(C)C)(C)C heptamethyldiphenyldivinylheptaethoxyoctasilane